5-(3-(tert-butyl-(diphenylsilyl)oxy)-1-(difluoromethyl)propoxy)-1H-pyrazole-3-carboxylic acid ethyl ester C(C)OC(=O)C1=NNC(=C1)OC(CCO[Si](C1=CC=CC=C1)(C1=CC=CC=C1)C(C)(C)C)C(F)F